The molecule is a dihydroxy monocarboxylic acid that is 17-hydroxymargaric acid (17-hydroxyheptadecanoic acid) in which the pro-R hydrogen beta to the carboxy group is replaced by a hydroxy group. It is a 3-hydroxy carboxylic acid, an omega-hydroxy fatty acid, a dihydroxy monocarboxylic acid and a long-chain fatty acid. It derives from a 17-hydroxymargaric acid. C(CCCCCCCO)CCCCCC[C@H](CC(=O)O)O